platinum(II) (2-acetylcyclopentanoate) C(C)(=O)C1C(CCC1)C(=O)[O-].[Pt+2].C(C)(=O)C1C(CCC1)C(=O)[O-]